trisodium 1,3,5-benzenetricarboxylic acid salt C1(=CC(=CC(=C1)C(=O)[O-])C(=O)[O-])C(=O)[O-].[Na+].[Na+].[Na+]